4-[(4-ethoxyphenyl)methyl]-3-(β-D-glucopyranosyloxy)-5-methyl-1H-pyrazole C(C)OC1=CC=C(C=C1)CC=1C(=NNC1C)O[C@H]1[C@H](O)[C@@H](O)[C@H](O)[C@H](O1)CO